C(C)N(C1=NC=C(C=C1)B1OC(C(O1)(C)C)(C)C)C N-ethyl-N-methyl-5-(4,4,5,5-tetramethyl-1,3,2-dioxaborolan-2-yl)pyridin-2-amine